OC(C)C=1C(=NC(=CC1)N1C=NC2=C1C=C(C=C2)OC=2N=NC(=CC2)C)N2N=C(C=C2C)C#N 1-[3-(1-hydroxyethyl)-6-[6-(6-methylpyridazin-3-yl)oxybenzimidazol-1-yl]-2-pyridyl]-5-methyl-pyrazole-3-carbonitrile